2,2-diazole C=1NC=CC1